COC(CC\C=C/C[C@@H]([C@@H](\C=C\C=C\C=C/C=C/[C@@H](C\C=C/CC)O)O)O)=O (4z,7s,8r,9e,11e,13z,15e,17r,19z)-7,8,17-trihydroxydocosa-4,9,11,13,15,19-hexaenoic acid methyl ester